ClCC=1C(=C2C(=CC=C3C=CC(C(C1)=C32)=O)OC)C3=CC=CC=C3 8-(chloromethyl)-6-methoxy-7-phenyl-1H-phenalen-1-one